C(CC)[C@@H]1CC(NC1)=O (R)-4-PROPYL-PYRROLIDIN-2-ON